O(C(=S)[S-])CCCCCCCCCCCC n-dodecyl xanthate